C(C)OC=1C=2N(C=C(N1)C(=O)O)C=CN2 8-ethoxyimidazo[3,2-a]pyrazine-6-carboxylic acid